ClC1=CC(=C(C=C1)C1CCN(CC1)C1=C(C=CC=C1)S(=O)C1=CC=C(C=C1)S(=O)(=O)N(C)C)F 4-((2-(4-(4-chloro-2-fluorophenyl)piperidin-1-yl)phenyl)sulfinyl)-N,N-dimethylbenzenesulfonamide